C(C1=CC=CC=C1)OC=1C=C2C(=C(N(C2=CC1)C1=CC(=C(C=C1)F)C)C1CCOCC1)C1CC(C1)(C(=O)OC)C(F)F Methyl 3-[5-benzyloxy-1-(4-fluoro-3-methyl-phenyl)-2-tetrahydropyran-4-yl-indol-3-yl]-1-(difluoromethyl)-cyclobutanecarboxylate